4-(2-methoxy-3-o-fluorophenylbenzyloxy)-5-chlorobenzylamine hydrochloride Cl.COC1=C(COC2=CC=C(CN)C=C2Cl)C=CC=C1C1=C(C=CC=C1)F